P(=O)(O)(O)CN(CC(=O)O)CP(=O)(O)O N,N-Bis(phosphonomethyl)glycine